(S)-6-ethyl-3-((3-(3-(2-(methylamino)propanamido)propoxy)phenyl)amino)-5-(pyrrolidin-1-yl)pyrazine-2-carboxamide C(C)C1=C(N=C(C(=N1)C(=O)N)NC1=CC(=CC=C1)OCCCNC([C@H](C)NC)=O)N1CCCC1